fmoc-N'-(4-methoxy-2,3,6-trimethylbenzenesulfonyl)-L-arginine C(=O)(OCC1C2=CC=CC=C2C2=CC=CC=C12)N[C@@H](CCCN(C(N)=N)S(=O)(=O)C1=C(C(=C(C=C1C)OC)C)C)C(=O)O